(3R,5aS,6R,8aS,9R,12S,12aR)-Octahydro-3,6,9-trimethyl-3,12-epoxy-12H-pyrano[4,3-j]-1,2-benzodioxepin-10(3H)-on C[C@@]12OO[C@]34[C@@H](CC1)[C@@H](CC[C@H]3[C@H](C(O[C@@H]4O2)=O)C)C